Cl.C(C)(C)N(CCNC(=S)C=1SC(=CC1)C1=CC(=C(C=C1)O)OC)C(C)C N-(2-(diisopropylamino)ethyl)-5-(4-hydroxy-3-methoxyphenyl)thiophene-2-thiocarboxamide hydrochloride